COC(=O)C1=NC=CC(=N1)NC(=O)OC(C)(C)C ((tert-Butoxycarbonyl)amino)pyrimidine-2-carboxylic acid methyl ester